1,3-diiodoperfluoron-propane IC(C(C(I)(F)F)(F)F)(F)F